C(=O)[C@@H]1N(CC1)C(=O)OC(C)(C)C tert-butyl (R)-2-formylazetidine-1-carboxylate